ClC1=C(CNC2=NC=CC=C2)C=CC=C1 N-(2-chlorobenzyl)pyridin-2-amine